(5R)-3-[6-[(3,3-dimethyl-1H-isobenzofuran-5-yl)oxy]-5-methyl-3-pyridinyl]-5-ethyl-5-methyl-imidazolidine-2,4-dione CC1(OCC2=CC=C(C=C12)OC1=C(C=C(C=N1)N1C(N[C@](C1=O)(C)CC)=O)C)C